2-(3-methylimidazolidin-1-yl)butylamine CN1CN(CC1)C(CN)CC